N-{2-chloro-6-[4-(propan-2-yl)piperazin-1-yl]phenyl}-4-(2-cyclopropyl-1,3-thiazol-4-yl)-4-methyl-Piperidine-1-carboxamide ClC1=C(C(=CC=C1)N1CCN(CC1)C(C)C)NC(=O)N1CCC(CC1)(C)C=1N=C(SC1)C1CC1